BrC1=C(C=CC=C1)SC1=C(N)C(=CC=C1)OC 2-((2-bromophenyl)thio)-6-methoxyaniline